ClC1=C(C=C2C[C@@H](N3C(C2=C1)=CC(C(=C3)C(=O)OCC)=O)C(C)C)OCCCOC ethyl (R)-10-chloro-6-isopropyl-9-(3-methoxypropoxy)-2-oxo-6,7-dihydro-2H-pyrido[2,1-a]isoquinoline-3-carboxylate